CN1C2=CN=C3C=CC(=CC3=C2N(C1=O)C4=CC(=C(C=C4)N5CCNCC5)C(F)(F)F)C6=CN=C(C=C6)OC The molecule is an imidazoquinoline that is 3-methyl-2-oxo-2,3-dihydro-1H-imidazo[4,5-c]quinoline substituted at position 1 by a 3-trifluoromethyl-4-(piperazin-1-yl)phenyl group and at position 8 by a 6-methoxypyridin-3-yl group. A dual PI3K/mTOR inhibitor. It has a role as an antineoplastic agent, a mTOR inhibitor and an EC 2.7.1.137 (phosphatidylinositol 3-kinase) inhibitor. It is an imidazoquinoline, a N-arylpiperazine, a member of pyridines, an organofluorine compound and an aromatic ether. It is a conjugate base of a BGT226(1+).